potassium hydroxynaphthoic acid OC1=C(C2=CC=CC=C2C=C1)C(=O)O.[K]